C(C1=CC=CC=C1)NC(N(C1=CC=CC=C1)C1=CC=CC=C1)=O 3-benzyl-1,1-diphenylurea